S(OC1=CC=C(C=C1)OCC1=C(C=C(C=C1F)C1=CC(=NC=C1)O)F)(=O)(=O)F 4-((2,6-difluoro-4-(2-hydroxypyridin-4-yl)benzyl)oxy)phenyl sulfurofluoridate